CC(CC=1C=C2C=CCC2=CC1)=CC 5-(2-methylbut-2-enyl)-1H-indene